tert-butyl 4-[5-([2,8-dimethylimidazo[1,2-a]pyridin-6-yl]carbamoyl)-4-fluorothiophen-2-yl]piperidine-1-carboxylate CC=1N=C2N(C=C(C=C2C)NC(=O)C2=C(C=C(S2)C2CCN(CC2)C(=O)OC(C)(C)C)F)C1